FC=1C=C2C=C(C=NC2=CC1F)NC1=NC(=NC=C1)NC1=C(C=C(C(=C1)OC)OC1CC(C1)N(C)C)C N4-(6,7-difluoroquinolin-3-yl)-N2-(4-((1s,3s)-3-(dimethylamino)cyclobutoxy)-5-methoxy-2-methylphenyl)pyrimidine-2,4-diamine